4-(α-D-mannopyranosyloxy)-3-methyl-5-[(methylamino)carbonyl]-[1,1'-biphenyl]-3-carboxylic acid methyl ester COC(=O)C1(CC(=CC(=C1O[C@@H]1[C@@H](O)[C@@H](O)[C@H](O)[C@H](O1)CO)C(=O)NC)C1=CC=CC=C1)C